BrC=1C=C(C=CC1)C1(CNC(C1)=O)CC(=O)O 2-(3-(3-bromophenyl)-5-oxopyrrolidin-3-yl)acetic acid